F[C@@H]1CN(CC1)C=1SC(=CN1)C1=NC(=NC=C1C1=CN=CO1)NC1=CC(=C(C=C1)N1CCN(CC1)C)OC (S)-4-(2-(3-fluoropyrrolidin-1-yl)thiazol-5-yl)-N-(3-methoxy-4-(4-methylpiperazin-1-yl)phenyl)-5-(oxazol-5-yl)pyrimidin-2-amine